COC(=O)C=1SC=CC1CN1C(N(C2=NC(=NC=C12)N)[C@@H]1O[C@@H](C[C@H]1OC(C)=O)COC(C)=O)=O ((9-((2R,3R,5S)-3-acetoxy-5-(acetoxymethyl)tetrahydrofuran-2-yl)-2-amino-8-oxo-8,9-dihydro-7H-purin-7-yl)methyl)thiophene-2-carboxylic acid methyl ester